NCC1=CN=CS1 5-aminomethyl-1,3-thiazole